2-(6-Chloro-benzothiazol-2-ylamino)-1-methyl-1H-benzoimidazole-5-carboxylic acid [(R)-1-(2-hydroxy-ethyl)-pyrrolidin-3-yl]-amide OCCN1C[C@@H](CC1)NC(=O)C1=CC2=C(N(C(=N2)NC=2SC3=C(N2)C=CC(=C3)Cl)C)C=C1